N-[(6-amino-2-pyridyl)sulfonyl]-6-chloro-2-[(2R,5S)-2,5-dimethylpyrrolidin-1-yl]pyridine NC1=CC=CC(=N1)S(=O)(=O)N1C(C=CC=C1Cl)N1[C@@H](CC[C@@H]1C)C